8-cyclopentyl-5-methyl-2-{[(1S)-1-{4-[4-(piperazin-1-yl)tetrahydro-2H-pyran-4-yl]phenyl}ethyl]amino}pyrido[2,3-d]pyrimidin-7(8H)-one C1(CCCC1)N1C(C=C(C2=C1N=C(N=C2)N[C@@H](C)C2=CC=C(C=C2)C2(CCOCC2)N2CCNCC2)C)=O